FC1=CC=C(C(=C1[C@H]1N([C@@H](CC2=C1NC1=CC=CC=C21)C)C[C@@H](C(=O)O)C)C)OCCNCCCF (S)-3-((1R,3R)-1-(6-fluoro-3-(2-((3-fluoropropyl)amino)ethoxy)-2-methylphenyl)-3-methyl-1,3,4,9-tetrahydro-2H-pyrido[3,4-b]indol-2-yl)-2-methylpropionic acid